CNC(=O)C=1C(N(C=CC1)C=1C=NC=CC1)=O N-methyl-2-oxo-2H-[1,3'-bipyridine]-3-carboxamide